BrC1=C(C(=CC=C1)F)C 1-Bromo-3-fluoro-2-methyl-benzene